COC(=O)C=1NC=2C3=C(CCC2C1C1=CC(=CC(=C1)C)Cl)C=CC=C3.ClC=3C(=C(C=CC3)NC3=C(C(=O)NC1=CC(=C(C=C1)N1CCNCC1)Cl)C=CC=C3)C ((3-chloro-2-methylphenyl)amino)-N-(3-chloro-4-(piperazin-1-yl)phenyl)benzamide methyl-3-(3-chloro-5-methylphenyl)-4,5-dihydro-1H-benzo[g]indole-2-carboxylate